C(C1=CC=CC=C1)[C@](C(=O)OCCN1N=CC(=C1)\C=C\C1=NNC2=CC=C(C=C12)O[C@H](C)C1=C(C=NC=C1Cl)Cl)(CO)O 2-{4-[(E)-2-{5-[(1R)-1-(3,5-dichloro-4-pyridinyl)ethoxy]-1H-indazol-3-yl}vinyl]-1H-pyrazol-1-yl}ethanol Benzyl-(R)-2,3-dihydroxypropanoate